BrC1=C(C=C2C(=NC=NC2=C1F)C1CN(CC1)C(=O)OC(C)(C)C)Cl tert-Butyl 3-(7-bromo-6-chloro-8-fluoro-quinazolin-4-yl)pyrrolidine-1-carboxylate